11-[4-(biphenyl-4-yl)-6-phenyl-1,3,5-triazine-2-yl]-11,12-dihydro-12-phenylindolo[2,3-a]carbazole C1(=CC=C(C=C1)C1=NC(=NC(=N1)C1=CC=CC=C1)N1C2=CC=CC=C2C2=CC=C3C(=C12)N(C=1C=CC=CC13)C1=CC=CC=C1)C1=CC=CC=C1